C1(CC1)C1=NC(=CC=C1O[C@@H]1C[C@H](CCC1)C(=O)O)C=1N=NN(C1CO)C (1S,3S)-3-((2-cyclopropyl-6-(5-(hydroxymethyl)-1-methyl-1H-1,2,3-triazol-4-yl)pyridin-3-yl)oxy)cyclohexane-1-carboxylic acid